CNC(C(N1CC2=C(CC1)C=C(S2)C2=NOC(=N2)C(F)(F)F)=O)=O N-methyl-2-oxo-2-(2-(5-(trifluoromethyl)-1,2,4-oxadiazol-3-yl)-4,7-dihydrothieno[2,3-c]pyridin-6(5H)-yl)acetamide